BrC=1C=CC=2N(C3=CC=C(C=C3OC2C1)Br)C(CN1CC(OCC1)C(F)(F)F)=O 1-(3,7-dibromo-10H-phenoxazin-10-yl)-2-(2-(trifluoromethyl)morpholino)ethan-1-one